C(#N)C1=C(C=C(C=C1)C1=CN=C(S1)NC(=O)C1=CN(C(C=C1)=O)C)OC(C)C N-[5-(4-cyano-3-isopropoxy-phenyl)thiazol-2-yl]-1-methyl-6-oxo-pyridine-3-carboxamide